ethyl 3-(4,4,5,5-tetramethyl-1,3,2-dioxaborolan-2-yl)cyclopent-2-ene-1-carboxylate CC1(OB(OC1(C)C)C1=CC(CC1)C(=O)OCC)C